4-methoxy-5,6-dihydropyridine-2(1H)-one COC1=CC(NCC1)=O